tert-butyl (2S,3S)-2-acetyl-3-((tert-butyldiphenylsilyl)oxy)pyrrolidine-1-carboxylate C(C)(=O)[C@H]1N(CC[C@@H]1O[Si](C1=CC=CC=C1)(C1=CC=CC=C1)C(C)(C)C)C(=O)OC(C)(C)C